BrCC1(CC1)C1=C(C=CC(=C1)F)O 2-(1-(Bromomethyl)cyclopropyl)-4-fluorophenol